[In].[Sn].[Ga] gallium-tin-indium